4-bromo-9,9-dimethyl-2-nitro-9H-fluorene BrC1=CC(=CC=2C(C3=CC=CC=C3C12)(C)C)[N+](=O)[O-]